5-octylpropionate CCCCC(CCC)OC(CC)=O